1-[5-((2,3-Dichlorophenyl)thio)-1H-imidazo[4,5-b]pyrazin-2-yl]-4-methylpiperidin-4-amine ClC1=C(C=CC=C1Cl)SC=1N=C2C(=NC1)NC(=N2)N2CCC(CC2)(N)C